N-(3-((1-(1-(2-aminoethyl)-3-phenyl-1H-pyrazole-4-carbonyl)-4-hydroxypiperidin-4-yl)methyl)-4-oxo-3,4-dihydroquinazolin-7-yl)-3-(dimethylamino)propanamide NCCN1N=C(C(=C1)C(=O)N1CCC(CC1)(O)CN1C=NC2=CC(=CC=C2C1=O)NC(CCN(C)C)=O)C1=CC=CC=C1